(1R,3S,5R)-2-azabicyclo[3.1.0]hexan-3-ylmethanol TFA salt OC(=O)C(F)(F)F.[C@@H]12N[C@@H](C[C@H]2C1)CO